2-(3-methylphenyl)acetyl chloride CC=1C=C(C=CC1)CC(=O)Cl